Cl.Cl.N1=C(C=CC2=CC=CC=C12)C1=NC2=C(N1)C=CC(=C2)C(=N)N 2-(quinolin-2-yl)-1H-benzo[d]imidazole-5-carboxamidine dihydrochloride